3-[(R)-(3-bromophenyl)(cyclohexyl)methyl]-4-methyl-4H-1,2,4-triazole BrC=1C=C(C=CC1)[C@H](C1=NN=CN1C)C1CCCCC1